CON=C(COC1=CC(=NN1C)C(F)(F)F)C1=CC=CC=C1 2-((1-methyl-3-(trifluoromethyl)-1H-pyrazol-5-yl)oxy)-1-phenylethan-1-one-O-methyl oxime